2,6-dichloro-5-fluoro-N-{[4-methyl-2-(propan-2-yl)pyridin-3-yl]carbamoyl}pyridine-3-carboxamide ClC1=NC(=C(C=C1C(=O)NC(NC=1C(=NC=CC1C)C(C)C)=O)F)Cl